methyl-[2-(methylamino)ethyl]Amine CNCCNC